ClC1=CC=C(C(=N1)C(=O)NS(=O)(=O)C)N[C@H](C)C=1C=C(C=C2C(N(C(=NC12)N1C(C[C@@H](CC1)C1=NN(C=C1)C)(C)C)C)=O)C |o1:30| 6-chloro-3-(((R)-1-(2-((R*)-2,2-dimethyl-4-(1-methyl-1H-pyrazol-3-yl)piperidin-1-yl)-3,6-dimethyl-4-oxo-3,4-dihydroquinazolin-8-yl)ethyl)amino)-N-(methylsulfonyl)picolinamide